4-(4-chlorophenyl)-2-trifluoromethyl-3-oxazoline-5-one ClC1=CC=C(C=C1)C1=NC(OC1=O)C(F)(F)F